BrC1=C(C(=C(N)C=C1)C)C(F)(F)F 4-bromo-2-methyl-3-(trifluoromethyl)aniline